NC1=NC=2C=CC=CC2C2=C1N=C(N2C[C@@H](C)O[P@](=O)(OC2=CC(=CC=C2)C)N[C@@H](C)C(=O)OC(C)C)COCC Isopropyl ((S)-(((R)-1-(4-amino-2-(ethoxymethyl)-1H-imidazo[4,5-c]quinolin-1-yl) propan-2-yl) oxy) (3-methyl-phenoxy) phosphoryl)-L-alaninate